cholesta-5,7-dien-3β-ol CC(C)CCC[C@@H](C)[C@H]1CC[C@H]2C3=CC=C4C[C@H](CC[C@]4(C)[C@H]3CC[C@]12C)O